BrC1=CC2=CC(=C(C=C2C=C1Br)C#N)C#N 2,3-dibromo-6,7-dicyanonaphthalene